O1COC2=C1C=CC(=C2)\C=C/C(=O)C2=C(C=C(C=C2)F)O (Z)-3-(1,3-Benzodioxol-5-yl)-1-(4-fluoro-2-hydroxyphenyl)prop-2-en-1-one